4-(((3S,4R)-4-(4-fluoro-phenyl)piperidin-3-yl)-methoxy)-N-(2-ureido-ethyl)benzamide hydrochloride Cl.FC1=CC=C(C=C1)[C@H]1[C@@H](CNCC1)COC1=CC=C(C(=O)NCCNC(=O)N)C=C1